CC(C(=O)OCC)(C(=O)OCC)CC(C)C diethyl 2-methyl-2-isobutylmalonate